tert-butyl 4-[4-(3-chloro-4-fluoro-phenyl)sulfanyl-butoxy]piperidine-1-carboxylate ClC=1C=C(C=CC1F)SCCCCOC1CCN(CC1)C(=O)OC(C)(C)C